mono-nonyl phenyl phosphate P(=O)(OCCCCCCCCC)(OC1=CC=CC=C1)[O-]